C1=CC=CC=2C3=CC=CC=C3C(C12)COC(=O)N[C@H](C[C@H]1N(CCC1)C(=O)OC(C)(C)C)C(=O)OC tert-Butyl (S)-2-((R)-2-((((9H-fluoren-9-yl)methoxy)carbonyl)amino)-3-methoxy-3-oxopropyl)pyrrolidine-1-carboxylate